2,5,6,7-tetrahydro-1,2-oxazepin O1NC=CCCC1